ClC1=CC=C(C=C1)C=1N=C2N(C=CC=N2)C1CN1CC2COCC(CC1)N2C(=O)C2=NC(=CC=C2)OC [3-{[2-(4-chlorophenyl)imidazo[1,2-a]pyrimidin-3-yl]methyl}-8-oxa-3,10-diazabicyclo[4.3.1]dec-10-yl](6-methoxypyridin-2-yl)methanone